propyl ethenesulfonate C(=C)S(=O)(=O)OCCC